3-(2-fluoro-3-(1-(1-(3-((6-fluoro-4-(methylsulfonyl)-1H-indol-5-yl)oxy)phenyl)-1H-pyrazol-3-yl)ethyl)phenyl)propanoic acid FC1=C(C=CC=C1C(C)C1=NN(C=C1)C1=CC(=CC=C1)OC=1C(=C2C=CNC2=CC1F)S(=O)(=O)C)CCC(=O)O